FC1=C(C=CC=C1C[C@@H]1N(CC([C@@H]1NS(=O)(=O)C)(F)F)C(=O)N1CC(C1)F)C1=CC(=CC=C1)F N-[(2S,3R)-2-[(2,3'-difluoro[1,1'-biphenyl]-3-yl)methyl]-4,4-difluoro-1-(3-fluoro-azetidine-1-carbonyl)pyrrolidin-3-yl]-methanesulfonamide